C(C)(C)(C)OC(=O)N1C[C@]2(C[C@H]1C(=O)O)C(N(CC2OC)CC2=CC=C(C=C2)OC)=O (3S,5S)-2-(tert-butoxycarbonyl)-9-methoxy-7-[(4-methoxyphenyl)methyl]-6-oxo-2,7-diazaspiro[4.4]nonane-3-carboxylic acid